3-(8,8-difluoro-7-hydroxy-5-methylsulfonylbicyclo[4.2.0]oct-1,3,5-triene-2-enyloxy)-5-fluorobenzamide FC1(C(C2=C(C(=C=C=C12)OC=1C=C(C(=O)N)C=C(C1)F)S(=O)(=O)C)O)F